FC=1C=C(C=CC1OC(F)(F)F)C12CN(CC2C1)C(=O)C1=CN(C2=C1C(N(C=C2C)C)=O)C 3-((1-(3-fluoro-4-(trifluoromethoxy)phenyl)-3-azabicyclo[3.1.0]hex-3-yl)carbonyl)-1,5,7-trimethyl-1,5-dihydro-4H-pyrrolo[3,2-c]pyridin-4-one